N-(2-(1H-pyrazol-4-yl)benzyl)-2-(4-aminopiperidin-1-yl)-9-isopropyl-9H-purin-6-amine N1N=CC(=C1)C1=C(CNC2=C3N=CN(C3=NC(=N2)N2CCC(CC2)N)C(C)C)C=CC=C1